N-(tert-butyl)-4'-(dimethylamino)-[1,1'-biphenyl]-3-formamide C(C)(C)(C)NC(=O)C=1C=C(C=CC1)C1=CC=C(C=C1)N(C)C